methylbenzoate COC(C1=CC=CC=C1)=O